FC1=CC=C(C=C1)[C@](C)(O)[C@@H]1[C@H]([C@H]([C@@H](C1)N1C=CC2=C1N=CN=C2C)O)O (1S,2R,3S,5R)-3-[(1R)-1-(4-fluorophenyl)-1-hydroxyethyl]-5-(4-methyl-7H-pyrrolo[2,3-d]pyrimidin-7-yl)cyclopentane-1,2-diol